N-(2,4-dimethoxybenzyl)-4-(3-(dimethylamino)-3-(3-(trifluoromethyl)phenethyl)-piperidin-1-yl)-2-fluoro-N-(pyrimidin-4-yl)benzenesulfonamide COC1=C(CN(S(=O)(=O)C2=C(C=C(C=C2)N2CC(CCC2)(CCC2=CC(=CC=C2)C(F)(F)F)N(C)C)F)C2=NC=NC=C2)C=CC(=C1)OC